6-(cyclopropanecarbonylamino)-4-[2-methoxy-3-(1-methyl-1,2,4-triazol-3-yl)anilino]-N-(trideuteriomethyl)pyridazine-3-carboxamide C1(CC1)C(=O)NC1=CC(=C(N=N1)C(=O)NC([2H])([2H])[2H])NC1=C(C(=CC=C1)C1=NN(C=N1)C)OC